tert-butyl N-[2-oxo-2-[[4-[3-(4,4,5,5-tetramethyl-1,3,2-dioxaborolan-2-yl)phenyl]thiazol-2-yl]amino]ethyl]carbamate O=C(CNC(OC(C)(C)C)=O)NC=1SC=C(N1)C1=CC(=CC=C1)B1OC(C(O1)(C)C)(C)C